1-isopropyl-6-(prop-1-en-2-yl)-N-(1-(3,4,5-trimethoxyphenyl)-1H-imidazol-4-yl)-1H-pyrazolo[3,4-d]pyrimidin-4-amine C(C)(C)N1N=CC=2C1=NC(=NC2NC=2N=CN(C2)C2=CC(=C(C(=C2)OC)OC)OC)C(=C)C